N,N-dipropylamide C(CC)[N-]CCC